[N+](=O)([O-])C1=CC=C(CCNC(OC(C)(C)C)=O)C=C1 Tert-butyl 4-nitrophenethylcarbamate